4-chloro-6-(2-chloro-6-fluorophenyl)pyridazine-3-carboxylate ClC1=C(N=NC(=C1)C1=C(C=CC=C1F)Cl)C(=O)[O-]